phenylbenzooxazole C1(=CC=CC=C1)C=1OC2=C(N1)C=CC=C2